NCC1=NC2=CC(=CC=C2C=C1)Br 2-(aminomethyl)-7-bromoquinoline